C[C@]12[C@@H](C[C@H](CC1)C2(C)C)O (1S,2R,4S)-1,7,7-trimethylbicyclo[2.2.1]heptan-2-ol